2-amino-N,N-dimethyl-5-[4-(1-phenylethylamino)quinazolin-6-yl]pyridine-3-carboxamide NC1=NC=C(C=C1C(=O)N(C)C)C=1C=C2C(=NC=NC2=CC1)NC(C)C1=CC=CC=C1